C(=O)OC(CC)(CCCC(C)C)C 3,7-dimethyloctan-3-yl formate